C(C1=CC=CC=C1)OC1=C(C=C(C=O)C=C1Cl)Cl 4-benzyloxy-3,5-dichloro-benzaldehyde